C(#N)C=1C=C(C=CC1)C=1N=C(SC1C1=CC(=NC(=C1)C)C)NC(=O)N1C[C@H](N(CC1)C(=O)OC(C)(C)C)C tert-Butyl (2R)-4-[[4-(3-cyanophenyl)-5-(2,6-dimethyl-4-pyridyl)thiazol-2-yl]carbamoyl]-2-methyl-piperazine-1-carboxylate